(4-(2-(3,4-dihydroxy-5-methoxyphenyl)-1H-benzo[d]imidazol-5-yl)piperazin-1-yl)(naphthalen-2-yl)methanone OC=1C=C(C=C(C1O)OC)C1=NC2=C(N1)C=CC(=C2)N2CCN(CC2)C(=O)C2=CC1=CC=CC=C1C=C2